CC=1C=C(C=C(C1)C)C(C1NCCC1)(O[Si](C)(C)C)C1=CC(=CC(=C1)C)C 2-{bis-[3,5-dimethylphenyl]-trimethylsiloxy-methyl}-pyrrolidine